3-bromo-9-(2-(methyl-d3)phenyl)-9H-carbazole BrC=1C=CC=2N(C3=CC=CC=C3C2C1)C1=C(C=CC=C1)C([2H])([2H])[2H]